propyltri-methoxysilan C(CC)[Si](OC)(OC)OC